[N+](=O)([O-])C1=CC=2C(C3=CC(=CC=C3C2C(=C1)[N+](=O)[O-])[N+](=O)[O-])=C(C#N)C#N (2,4,7-trinitro-9-fluorenylidene)-malononitrile